C(C)(C)C1=C(C=CC=C1)C1N(CCC1)C1CC2(C1)CCN(CC2)C2=CC=C(C(=O)N)C=C2 4-(2-(2-(2-isopropylphenyl)pyrrolidin-1-yl)-7-azaspiro[3.5]non-7-yl)benzamide